COC1=CC=C(C=C1)C=1C=C(C=C2C(=NC=NC12)C)C=1C=NC(=CC1)OC 8-(4-methoxyphenyl)-6-(6-methoxypyridin-3-yl)-4-methylquinazoline